4-(4-(4-cyanoazepan-1-yl)-8-fluoro-2-(((2R,7aS)-2-fluorotetrahydro-1H-pyrrolizin-7a(5H)-yl)methoxy)pyrido[4,3-d]pyrimidin-7-yl)-1,4-dihydropyrazolo[4,3-b]indole-3-carbonitrile C(#N)C1CCN(CCC1)C=1C2=C(N=C(N1)OC[C@]13CCCN3C[C@@H](C1)F)C(=C(N=C2)N2C1=C(C=3C=CC=CC23)NN=C1C#N)F